(2-((2S,4S)-4-amino-2-(hydroxymethyl)pyrrolidin-1-yl)-4-(3-methoxypyridin-4-yl)phenyl)-2-(2-fluoro-6-methoxyphenyl)pyrimidine-4-carboxamide N[C@H]1C[C@H](N(C1)C1=C(C=CC(=C1)C1=C(C=NC=C1)OC)C=1C(=NC(=NC1)C1=C(C=CC=C1OC)F)C(=O)N)CO